FC([C@@H]1[C@@H](CN(CC1)C)C)F (3S,4S)-4-(difluoromethyl)-1,3-dimethylpiperidine